scandium acrylate salt C(C=C)(=O)[O-].[Sc+3].C(C=C)(=O)[O-].C(C=C)(=O)[O-]